S(=O)(=O)(O)C(C(=O)OCCCCCCC(C)C)CC(=O)OCCCCCCC(C)C diisononyl sulfosuccinate